4-{[2-(3-{[4-methanesulfonyl-2-(2-methoxyethoxy)phenyl]amino}prop-1-yn-1-yl)-1-(2,2,2-trifluoroethyl)-1H-indol-4-yl]amino}-1λ6-thiane-1,1-dione CS(=O)(=O)C1=CC(=C(C=C1)NCC#CC=1N(C2=CC=CC(=C2C1)NC1CCS(CC1)(=O)=O)CC(F)(F)F)OCCOC